8-[(1-tert-Butoxycarbonyl-4-fluoro-piperidin-4-ylmethyl)-amino]-6-(1H-pyrazol-4-yl)-imidazo[1,2-a]pyrazine-2-carboxylic acid ethyl ester C(C)OC(=O)C=1N=C2N(C=C(N=C2NCC2(CCN(CC2)C(=O)OC(C)(C)C)F)C=2C=NNC2)C1